(R)-(3-aminopiperidin-1-yl)(2-(1-((3-fluoropyridin-2-yl)methyl)-1H-indol-2-yl)-3,4-dihydro-5-oxa-1,2a-diazaacenaphthylen-7-yl)methanone N[C@H]1CN(CCC1)C(=O)C=1C=C2OCCN3C(=NC(C1)=C32)C=3N(C2=CC=CC=C2C3)CC3=NC=CC=C3F